C(#N)[C@H](CC1=C(C=C(C=C1)C=1C=CC2=C(N(C(O2)=O)C)C1)F)NC(=O)[C@@H]1CNCCCCC1 (S)-N-((S)-1-cyano-2-(2-fluoro-4-(3-methyl-2-oxo-2,3-dihydrobenzo[d]oxazol-5-yl)phenyl)ethyl)azocane-3-carboxamide